C1(CC1)C(=O)N1CC(CCC1)C1=NC(=NC=C1F)N[C@@H]1CC[C@H](CC1)NC(OC(C)(C)C)=O trans-tert-butyl (4-((4-(1-(cyclopropanecarbonyl)piperidin-3-yl)-5-fluoropyrimidin-2-yl)amino)cyclohexyl)carbamate